BrC1=CC=2N(C(N(C(C2S1)=O)C=1C=2C(C=NC1)=NN(C2C)C)=O)CCC#N 3-(6-bromo-3-(2,3-dimethyl-2H-pyrazolo[3,4-c]pyridin-4-yl)-2,4-dioxo-3,4-dihydrothieno[3,2-d]pyrimidin-1(2H)-yl)propanenitrile